N1(C=NC=C1)C(=O)OCC=1SC=CN1 thiazol-2-ylmethyl imidazole-1-carboxylate